7-(2,4-difluorophenyl)-8-(((R)-3-hydroxy-2-(methoxymethoxy)propyl)thio)-6-(trifluoromethyl)quinazoline-2,4(1H,3H)-dione FC1=C(C=CC(=C1)F)C1=C(C=C2C(NC(NC2=C1SC[C@@H](CO)OCOC)=O)=O)C(F)(F)F